ClC=1C(=C(CN2[C@@H](C[C@@](CC2)(C(=O)O)CC2=NC(=C(C(=C2F)C2=NC=CC=N2)F)NC2=NNC(=C2)C)C)C=CC1)F (2R,4R)-1-(3-chloro-2-fluorobenzyl)-4-((3,5-difluoro-6-((5-methyl-1H-pyrazol-3-yl)amino)-4-(pyrimidin-2-yl)pyridin-2-yl)methyl)-2-methylpiperidine-4-carboxylic acid